(R)-N'-((1,2,3,5,6,7-hexahydro-s-indacen-4-yl)carbamoyl)-2-(2-methoxy-propan-2-yl)thiazole-5-sulfonimidamide C1CCC2=C(C=3CCCC3C=C12)NC(=O)N=[S@](=O)(N)C1=CN=C(S1)C(C)(C)OC